C(#N)C1=CC(=C(C=C1)[C@H]1COC2=C(O1)C=CC=C2C2CCN(CC2)CC2=NC1=C(N2C)C=C(C=C1OC)C(=O)O)F (S)-2-((4-(2-(4-Cyano-2-fluorophenyl)-2,3-dihydrobenzo[b][1,4]dioxin-5-yl)piperidin-1-yl)methyl)-4-methoxy-1-methyl-1H-benzo[d]imidazole-6-carboxylic acid